FC=1C=C2CC(C(C2=CC1)=O)O 5-fluoro-2-hydroxy-indan-1-one